NC=1C=C(C(=O)NC)C=CC1NC1CCCCC1 3-amino-4-(cyclohexylamino)-N-methylbenzamide